COC1=NC=C(C(=N1)OC)C=1C=C(C=2N(N1)C=CN2)[C@@H]2[C@H](C2)C2=CC(=CC=C2)OC(F)(F)F 6-(2,4-dimethoxypyrimidin-5-yl)-8-((1S,2S)-2-(3-(trifluoromethoxy)phenyl)cyclopropyl)imidazo[1,2-b]pyridazine